O=C1N(CCC(N1)=O)C=1C=C(C=CC1OC)N1CC(CC1)C=O 1-(3-(2,4-dioxotetrahydropyrimidine-1(2H)-yl)-4-methoxyphenyl)pyrrolidine-3-carbaldehyde